(R)-5-(2-Benzyl-4-(methylsulfonyl)piperazin-1-yl)-N,N-dimethyl-1H-indazol-3-amine C(C1=CC=CC=C1)[C@H]1N(CCN(C1)S(=O)(=O)C)C=1C=C2C(=NNC2=CC1)N(C)C